1-(2,4-Difluorobenzyl)-N-((S)-2-((S)-2,2-difluorocyclopropyl)-4-methyl-5-oxo-5,6,7,8-tetrahydro-4H-pyrazolo[1,5-a][1,3]diazepin-6-yl)-1H-1,2,4-triazol-3-carboxamid FC1=C(CN2N=C(N=C2)C(=O)N[C@@H]2C(N(C=3N(CC2)N=C(C3)[C@H]3C(C3)(F)F)C)=O)C=CC(=C1)F